C1(CC1)S(=O)(=O)NC1=NC=CC(=N1)C(C(=O)NC1=NC=C(C=C1F)C1=NC(=CN=C1)OCC)CCOC 2-(2-(cyclopropanesulfonamido)pyrimidin-4-yl)-N-(5-(6-ethoxypyrazin-2-yl)-3-fluoropyridin-2-yl)-4-methoxybutanamide